C(C)(C)(C)OC(=O)N([C@@H](CCCCN)C(=O)O)C(=O)OCC1=CC=CC=C1 N-(tert-butoxycarbonyl)-N-benzyloxycarbonyl-lysine